2-((2S,4R)-4-amino-1-(6-chloroimidazo[1,2-a]pyridine-2-carbonyl)pyrrolidin-2-yl)-N-(4-carbamimidoylbenzyl)thiazole-4-carboxamide N[C@@H]1C[C@H](N(C1)C(=O)C=1N=C2N(C=C(C=C2)Cl)C1)C=1SC=C(N1)C(=O)NCC1=CC=C(C=C1)C(N)=N